C1(=CC=CC=C1)OC(NC1=C(C=C(C=C1)Br)OCCN1CCCC1)=O [4-bromo-2-(2-pyrrolidin-1-yl-ethoxy)phenyl]-carbamic acid phenyl ester